(pyridin-4-ylmethyl)-1H-imidazole-2-carboxylic acid ethyl ester C(C)OC(=O)C=1N(C=CN1)CC1=CC=NC=C1